CC1(C=C2C=CC=CC2=C1)C 2,2-dimethylindene